C(#N)[C@H](CC1=C(C=C(C=C1)C=1N(C2=CC=CC=C2C1)C)F)NC(=O)[C@H]1OCCCN(C1)C(=O)OC(C)(C)C tert-butyl (S)-2-(((S)-1-cyano-2-(2-fluoro-4-(1-methyl-1H-indol-2-yl)phenyl)ethyl)carbamoyl)-1,4-oxazepane-4-carboxylate